N-((1r,4r)-4-((5-([1,2,4]triazolo[1,5-a]pyridin-6-yl)-7H-pyrrolo[2,3-d]pyrimidin-2-yl)amino)-1-methylcyclohexyl)acetamide N=1C=NN2C1C=CC(=C2)C2=CNC=1N=C(N=CC12)NC1CCC(CC1)(C)NC(C)=O